N-(cyclohexylmethyl)-7-fluoro-6-hydroxy-4-oxo-4H-chromene-2-carboxamide C1(CCCCC1)CNC(=O)C=1OC2=CC(=C(C=C2C(C1)=O)O)F